[C@@H]12C(NC[C@@H](N1)C2)=O (1R,5S)-3,6-diazabicyclo[3.1.1]heptan-2-one